COC(\C(=C\CCC)\C)=O.NC=1C=CC(=NC1)C(=O)NC1=CC=C(C=C1)OC 5-amino-N-(4-methoxyphenyl)picolinamide METHYL-(2E)-2-METHYL-2-HEXENOATE